7,7-difluoro-2-(2-methylazetidin-1-yl)-6,7-dihydro-5H-cyclopenta[d]pyridine FC1(CCC=2C=CN(CC21)N2C(CC2)C)F